(6Z)-tert-butyl N-[trans-4-(4-amino-6-methoxyimino-5,5-dimethyl-benzo[h]quinazolin-8-yl)oxycyclohexyl]carbamate NC1=NC=NC=2C3=C(\C(\C(C12)(C)C)=N/OC)C=C(C=C3)O[C@@H]3CC[C@H](CC3)NC(OC(C)(C)C)=O